5-((6-(2-Oxa-8-azaspiro[4.5]decan-8-yl)imidazo[1,2-b]pyridazin-3-yl)ethynyl)-N-(4-((4-methylpiperazin-1-yl)methyl)-3-(trifluoromethyl)phenyl)nicotinamide C1OCCC12CCN(CC2)C=2C=CC=1N(N2)C(=CN1)C#CC=1C=NC=C(C(=O)NC2=CC(=C(C=C2)CN2CCN(CC2)C)C(F)(F)F)C1